COCCOC 1,2-dimethoxyEthan